C1(=CC=CC=C1)C1=C2C=CC(C(=C3C=CC(=C(C=4C=CC(=C(C5=CC=C1N5)C5=CC=CC=C5)N4)C4=CC=CC=C4)N3)C3=CC=CC=C3)=N2.C2(=CC=CC=C2)C2=C3C=CC(C(=C4C=CC(=C(C=5C=CC(=C(C1=CC=C2N1)C1=CC=CC=C1)N5)C5=CC=CC=C5)N4)C4=CC=CC=C4)=N3.[Co] cobalt bistetraphenylporphyrin